3,6'-di-tert-butylphosphino-4',4'-dimethylbiphenyl C(C)(C)(C)PC=1C=C(C=CC1)C1=CCC(C=C1PC(C)(C)C)(C)C